COC=1C=C2C(=C(C=NC2=CC1)C(=O)N1CCC(CC1)C1=CC=CC=C1)N1CCC2(OCCO2)CC1 (6-Methoxy-4-(1,4-dioxa-8-azaspiro[4.5]decan-8-yl)quinolin-3-yl)(4-phenylpiperidin-1-yl)methanone